ClC1=CC(=C(C=C1)C(CC1=C(C=CC=C1Br)Br)=O)F 1-(4-chloro-2-fluorophenyl)-2-(2,6-dibromophenyl)ethane-1-one